((5-phenylpyridin-2-yl)methyl)-5,6,7,8-tetrahydroquinolin-8-amine C1(=CC=CC=C1)C=1C=CC(=NC1)CC1=NC=2C(CCCC2C=C1)N